6-isopropoxy-2-(1-methyl-2-oxabicyclo[2.1.1]hexan-4-yl)-N-(1-(2-methylcyclopropyl)-2-oxo-1,2-dihydropyridin-3-yl)-2H-pyrazolo[3,4-b]pyridine-5-carboxamide C(C)(C)OC=1C(=CC=2C(N1)=NN(C2)C21COC(C2)(C1)C)C(=O)NC=1C(N(C=CC1)C1C(C1)C)=O